1-[4-[(3,3-Difluoroazetidin-1-yl)methyl]-3-fluorophenyl]-1,2,3-triazole-4-carboxylic acid methyl ester COC(=O)C=1N=NN(C1)C1=CC(=C(C=C1)CN1CC(C1)(F)F)F